N1=CC(=CC=C1)C1=NC(=CC(=N1)NC1=NC=CC(=C1)OC(F)(F)F)N1CC2(C1)COCCC2 2-(pyridin-3-yl)-6-(6-oxa-2-azaspiro[3.5]nonan-2-yl)-N-(4-(trifluoromethoxy)pyridin-2-yl)pyrimidin-4-amine